1-(1-(6-chloro-5-(3-chloro-2-(4-methoxybenzylamino)isonicotinoyl)-pyrazin-2-yl)-4-methylpiperidin-4-ylethyl)-2-methylpropane-2-sulfinamide ClC1=C(N=CC(=N1)N1CCC(CC1)(C)CCCC(C)(S(=O)N)C)C(C1=C(C(=NC=C1)NCC1=CC=C(C=C1)OC)Cl)=O